N-((2S)-3-cyclohexyl-1-((4-(cyclopropylamino)-3-hydroxy-4-oxo-1-(2-oxo-1-azaspiro[4.5]decan-3-yl)butan-2-yl)amino)-1-oxopropan-2-yl)-4-methoxy-1H-indole-2-carboxamide C1(CCCCC1)C[C@@H](C(=O)NC(CC1C(NC2(C1)CCCCC2)=O)C(C(=O)NC2CC2)O)NC(=O)C=2NC1=CC=CC(=C1C2)OC